CN1CCN(CC1)NC1=C(C=C(C=C1)S(=O)(=O)NC(C1=C(C=CC=C1)OC=1C=C2C(=NC1)NC=C2)=O)[N+](=O)[O-] N-({4-[(4-methylpiperazin-1-yl)amino]-3-nitrophenyl}sulfonyl)-2-(1H-pyrrolo[2,3-b]pyridin-5-yloxy)benzamide